C(C1=CC=CC=C1)OC(=O)N[C@@H](CCCCN)C(=O)[NH-] benzyloxycarbonyl-lysyl-amide